ClC1=C2C(=NN(C2=C(C=C1)NC([C@H](CC1=CC(=CC(=C1)F)F)NC(OC(C)(C)C)=O)=N)C)N(S(=O)(=O)C)CC1=CC=C(C=C1)OC tert-butyl (S)-(1-((4-chloro-3-(N-(4-methoxybenzyl)methylsulfonamido)-1-methyl-1H-indazol-7-yl)amino)-3-(3,5-difluorophenyl)-1-iminopropan-2-yl)carbamate